β-chloro-o-chlorostyrene ClC=CC1=C(C=CC=C1)Cl